S1C(OCC2=C1C=CC=C2)C=2C=C(C=CC2)O 3-(4H-3,1-benzoxathiin-2-yl)phenol